N-ethyl-N-{[(3R,5aS,6R,8aS,9R,10S,12R,12aR)-3,6,9-trimethyldecahydro-12H-3,12-epoxypyrano[4,3-j][1,2]benzodioxepin-10-yl]methyl}ethanamine C(C)N(CC)C[C@@H]1[C@@H]([C@@H]2CC[C@H]([C@@H]3CC[C@]4(OO[C@]32[C@H](O1)O4)C)C)C